(R)-N-(2-chloro-3-(3-chloro-2-(3-methoxy-4-((((5-oxopyrrolidin-2-yl)methyl)amino)methyl)phenyl)pyridin-4-yl)phenyl)-5-(((3-fluoropropyl)amino)methyl)picolinamide ClC1=C(C=CC=C1C1=C(C(=NC=C1)C1=CC(=C(C=C1)CNC[C@@H]1NC(CC1)=O)OC)Cl)NC(C1=NC=C(C=C1)CNCCCF)=O